2-[1-[2-[4-(Cyclobutoxy)-1-piperidyl]-6-methyl-4-oxo-chromen-8-yl]ethylamino]benzoic acid C1(CCC1)OC1CCN(CC1)C=1OC2=C(C=C(C=C2C(C1)=O)C)C(C)NC1=C(C(=O)O)C=CC=C1